ClC1=NN2C(N=CC3=C2C(CC3(C#N)C)(C)C)=C1 2-chloro-6,8,8-trimethyl-7,8-dihydro-6H-cyclopenta[e]pyrazolo[1,5-a]pyrimidine-6-carbonitrile